C(C)(=O)O[2H] Acetic acid-d1